2-(azetidin-1-yl)-5-nitropyridine N1(CCC1)C1=NC=C(C=C1)[N+](=O)[O-]